[Ba].[Rb] rubidium barium